C1CCN(C1)N aminopyrrolidine